COC1=CC=C(C=C1)N1C(C(C2=CC=CC=C12)=O)=O 1-(4-methoxyphenyl)-1H-indole-2,3-dione